2-(4-((5-Azaspiro[2.4]heptan-5-yl)methyl)-6-chloropyridin-2-yl)-6-(3-((4-methyl-4H-1,2,4-triazol-3-yl)methyl)oxetan-3-yl)isoindolin-1-one C1CC12CN(CC2)CC2=CC(=NC(=C2)Cl)N2C(C1=CC(=CC=C1C2)C2(COC2)CC2=NN=CN2C)=O